3-(azidomethyl)-2,3-dihydro-pyrrolo[2,1-b]quinazoline N(=[N+]=[N-])CC1CCN2C1N=C1C=CC=CC1=C2